1-hexadecylamine C(CCCCCCCCCCCCCCC)N